3-amino-2,2-difluoro-1-(4-fluorophenyl)propan-1-ol NCC(C(O)C1=CC=C(C=C1)F)(F)F